C(#N)C1(CN(C1)C(=O)NC=1SC(=C(N1)C1=CC(=CC=C1)C#N)C1=CC(=NC(=C1)C)C)C 3-cyano-N-[4-(3-cyanophenyl)-5-(2,6-dimethyl-4-pyridyl)thiazol-2-yl]-3-methyl-azetidine-1-carboxamide